CN(C/C=C/C(=O)N(C)C1(CCC1)C(=O)NCCC=1C=C(C=CC1)NC=1C(=NC(=C(N1)C)CC)C(=O)N)C (E)-3-((3-(2-(1-(4-(dimethylamino)-N-methylbut-2-enamido)cyclobutane-1-carboxamido)ethyl)phenyl)amino)-6-ethyl-5-methylpyrazine-2-carboxamide